4-cyano-4-[(dodecyl-sulfocarbonyl)sulfoamino]amyl alcohol C(#N)C(CCCO)(C)N(S(=O)(=O)O)C(=O)S(=O)(=O)OCCCCCCCCCCCC